1-hydroxyadamantane OC12CC3CC(CC(C1)C3)C2